tert-butyl 9-chloro-7-(4,5-difluoroindol-1-yl)-3,5-dihydro-2H-1,4-benzoxazepine-4-carboxylate ClC1=CC(=CC=2CN(CCOC21)C(=O)OC(C)(C)C)N2C=CC1=C(C(=CC=C21)F)F